O[C@H](C(=O)OC(C)(C)C)C tert-butyl (s)-2-hydroxypropanoate